4-[(2-pyrazol-1-ylbenzoyl)amino]pyridine-2-carboxamide N1(N=CC=C1)C1=C(C(=O)NC2=CC(=NC=C2)C(=O)N)C=CC=C1